FC=1C(N(C=CC1[Sn](CCCC)(CCCC)CCCC)C)=O 3-fluoro-1-methyl-4-tributylstannyl-pyridin-2-one